NC=1C=NN2C1C(=C(C=C2)CC#N)OC 2-(3-Amino-4-methoxypyrazolo[1,5-a]pyridin-5-yl)acetonitrile